BrCC1=CN=C2C=C(C(NC2=C1)=O)OC 7-(Bromomethyl)-3-methoxy-1,5-naphthyridin-2(1H)-one